C(=O)O.CC=1N=CSC1C1=CC=C(C=C1)[C@H](C)NC(=O)C1NCCC1 N-((S)-1-(4-(4-methylthiazol-5-yl)phenyl)ethyl)pyrrolidine-2-carboxamide formate salt